N1C=CC2=CC=C(C=C12)NC1=NC(=C(C=C1)NC1=CC=C2C=CNC2=C1)C N2,N5-bis(1H-indol-6-yl)-6-methylpyridine-2,5-diamine